ethyl 2-((3S)-3-((7H-pyrrolo[2,3-d]pyrimidin-7-yl)methyl)-3-methyl-1-(nitromethyl)cyclohexyl)acetate N1=CN=CC2=C1N(C=C2)C[C@@]2(CC(CCC2)(C[N+](=O)[O-])CC(=O)OCC)C